COC1=C(C(=O)O)C=CC(=C1)OC 2-methoxy-4-methoxybenzoic acid